ClC1=CC=C(C(=N1)C=1C=CC(=NC1)C(=O)NC)OC(C)C=1C=2C3=C(N(C(C2C=C(C1)C)=O)C)N(N=C3)C3CCNCC3 5-[6-chloro-3-[1-[4,7-dimethyl-5-oxo-3-(4-piperidyl)pyrazolo[3,4-c]isoquinolin-9-yl]ethoxy]-2-pyridyl]-N-methyl-pyridine-2-carboxamide